FC(C)(F)C1=CC=CC(=N1)NC1=CC(=NC=C1C=1N=CC(N(C1)C)=O)NC(C)=O N-(4-((6-(1,1-difluoroethyl)pyridin-2-yl)amino)-5-(4-methyl-5-oxo-4,5-dihydropyrazin-2-yl)pyridin-2-yl)acetamide